C(=C)C1=CC=C(C=C1)C(C)=O 1-(4-ethenylphenyl)ethan-1-one